Cl.FC(C1=NC=CC=C1N1CC2(CCNC2)CCC1)(F)F 7-[2-(trifluoromethyl)pyridin-3-yl]-2,7-diazaspiro[4.5]decane hydrochloride